OC1=C(C=C(C=C1C(C)(C)CC)C(C)(C)CC)N1N=C2C(=N1)C=CC=C2 2-(2'-hydroxy-3',5'-ditert-pentylphenyl)benzotriazole